(4-chlorophenyl)-2-(pyridine-2-yl)-4-(N,N-dimethylamino)butyronitrile ClC1=CC=C(C=C1)C(C#N)(CCN(C)C)C1=NC=CC=C1